COC1=NC=C(C(=O)NC2=CC(=NN2C)C(F)(F)F)C=C1 6-methoxy-N-(1-methyl-3-(trifluoromethyl)-1H-pyrazol-5-yl)nicotinamide